ClC1=NC(=CC(=C1)C1(CC(C1)C)C(=O)O)C1CC1 1-(2-chloro-6-cyclopropylpyridin-4-yl)-3-methylcyclobutane-1-carboxylic acid